C(C)NS(=O)(=O)C1=C(C=CC(=C1)NC=1N=NC=C(C1)C)C1=CN=C(S1)[C@@H]1CC[C@H](CC1)NC(OC(C)C)=O isopropyl trans-N-[4-[5-[2-(ethylsulfamoyl)-4-[(5-methylpyridazin-3-yl)amino]phenyl]thiazol-2-yl]cyclohexyl]carbamate